BrC=1C=2C(C=3C(=NC(=NC3C1)OC[C@]13CCCN3C[C@@H](C1)F)N1C[C@H]3CC[C@@H](C1)N3C(=O)OC(C)(C)C)=CN(N2)C tert-Butyl (1R,5S)-3-(4-bromo-7-(((2R,7aS)-2-fluorotetrahydro-1H-pyrrolizin-7a(5H)-yl)methoxy)-2-methyl-2H-pyrazolo[4,3-f]quinazolin-9-yl)-3,8-diazabicyclo[3.2.1]octane-8-carboxylate